2-(4,6-dichloro-2-methylpyridin-3-yl)acetonitrile ClC1=C(C(=NC(=C1)Cl)C)CC#N